BrC1=C(C#N)C=CC(=C1F)OCCOC 2-bromo-3-fluoro-4-(2-methoxyethoxy)benzonitrile